9H-purine-8-carboxylic acid N1=CN=C2NC(=NC2=C1)C(=O)O